(E)-1-phenyl-ethylene C1(=CC=CC=C1)C=C